(M)-3-(6-chloro-1-(4-methyl-2-(2-propanyl)-3-pyridinyl)-4-((2S)-2-methyl-4-(2-propenoyl)-1-piperazinyl)-2-oxo-1,2-dihydropyrido[2,3-d]pyrimidin-7-yl)-N-cyclopropyl-4-fluorobenzamide ClC1=CC2=C(N(C(N=C2N2[C@H](CN(CC2)C(C=C)=O)C)=O)C=2C(=NC=CC2C)C(C)C)N=C1C=1C=C(C(=O)NC2CC2)C=CC1F